Cl.NC(CO)(CO)CCC1=CC=C(C=C1)CCCCCCCC 2-amino-2-[2-(4-octylphenyl)ethyl]propane-1,3-diol, hydrochloride salt